N-[5-[4-[(5-cyanopyrazin-2-yl)amino]cyclohexoxy]-7-morpholino-1,6-naphthyridin-3-yl]methanesulfonamide C(#N)C=1N=CC(=NC1)NC1CCC(CC1)OC1=C2C=C(C=NC2=CC(=N1)N1CCOCC1)NS(=O)(=O)C